OCC1=[N+](C=CC=C1)[O-] 2-(hydroxymethyl)pyridine 1-oxide